C(C)NC(=S)N1CCC(=CC1)C1=C2C(=NC(=C1)NC(=O)C1CC1)NC=C2 N-(4-(1-(ethylthiocarbamoyl)-1,2,3,6-tetrahydropyridin-4-yl)-1H-pyrrolo[2,3-b]pyridin-6-yl)cyclopropylcarboxamide